(S)-1'-(7-bromopyrazolo[1,5-a]pyrazin-4-yl)-1,3-dihydrospiro[indene-2,4'-piperidin]-1-amine BrC1=CN=C(C=2N1N=CC2)N2CCC1(CC2)[C@@H](C2=CC=CC=C2C1)N